2-chloro-N-(4-(pyridin-2-yl)benzyl)furo[3,2-d]pyrimidin-4-amine ClC=1N=C(C2=C(N1)C=CO2)NCC2=CC=C(C=C2)C2=NC=CC=C2